ClC1=C(C=CC(=N1)C(=O)NC([2H])([2H])[2H])N1CCN(CC1)CC=1C=C2NC(C(=NC2=CC1)C(F)(F)F)=O 6-Chloro-N-(methyl-d3)-5-(4-((2-(trifluoromethyl)-3-oxo-4H-quinoxalin-6-yl)methyl)piperazine-1-yl)pyridine-2-carboxamide